propyl-(dimethyl)silane C(CC)[SiH](C)C